C(C)OC=1C=C(C=C(C1)OCC)C(CC(C(=O)OC)=O)=O Methyl 4-(3,5-diethoxyphenyl)-2,4-dioxobutanoate